3-(difluoromethyl)-1-(4-fluoro-2-(1-((4-methoxybenzyl)oxy)ethyl)phenyl)-1H-pyrazol FC(C1=NN(C=C1)C1=C(C=C(C=C1)F)C(C)OCC1=CC=C(C=C1)OC)F